N=C(N(N)C(C1=CC(C(=O)NNC(C2=NC=CC=C2)=N)=CC=C1)=O)C1=NC=CC=C1 N,N'3-bis(imino(pyridin-2-yl)methyl)isophthalohydrazide